C(C)OC(=O)C1=C(C(=NN1C)C1CCC(CC1)OC)\N=N\C1=CC=CC=C1 3-((1s,4s)-4-methoxycyclohexyl)-1-methyl-4-((E)-phenyldiazenyl)-1H-pyrazole-5-carboxylic acid ethyl ester